ClC(C(=O)OC)[C@H](C1=CC=CC=C1)O methyl 2-chloro-3(S)-hydroxy-3-phenylpropionate